2-(4-Cyclopropylpiperazin-1-yl)-1-(4-phenyl-3,4-dihydroquinoxalin-1(2H)-yl)propan-1-one C1(CC1)N1CCN(CC1)C(C(=O)N1CCN(C2=CC=CC=C12)C1=CC=CC=C1)C